C1(=CC=CC2=CC=CC=C12)CC(=O)O.C(CCCCC)N1CN(C=C1)C 1-hexyl-3-methylimidazole naphthaleneacetate